Stearoyl-13Cis-CoA C(CCCCCCCCCCCCCCCCC)(=O)SCCNC(CCNC([C@@H](C(COP(OP(OC[C@@H]1[C@H]([C@H]([C@@H](O1)N1C=NC=2C(N)=NC=NC12)O)OP(=O)(O)O)(=O)O)(=O)O)(C)C)O)=O)=O